[Al].[Li] lithium aluminum